NNS(O)(=O)=O aminosulfamic acid